1-hydroxy-4-ethylbenzene OC1=CC=C(C=C1)CC